7-Hydroxy-5-(4-hydroxypiperazin-1-yl)-2,3-dihydro-1,4-benzodioxine OC=1C=C(C2=C(OCCO2)C1)N1CCN(CC1)O